(-)-1-(1-naphthyl)ethyl isocyanate C1(=CC=CC2=CC=CC=C12)C(C)N=C=O